[CH-]1C=C(C=C1)C(C(NCCC1=CC=CC=C1)=O)N(C(=O)C=1N=C(SC1)C#C)C1=CC=C(C=C1)C1=CN=CO1.[CH-]1C=CC=C1.[Fe+2] N-(1-(ferrocene-3-yl)-2-oxo-2-(phenethylamino)ethyl)-2-ethynyl-N-(4-(oxazol-5-yl)phenyl)thiazole-4-carboxamide